C(C)OC(=O)C1CC2=C(C=CC(=C2C1)F)F 4,7-Difluoroindane-2-carboxylic acid ethyl ester